2-[2-(tert-butoxy)acetyl]-5-{2-[2-(tert-butoxy)acetyl]-1,3-dioxo-2,3-dihydro-1H-indene-5-carbonyl}-2,3-dihydro-1H-indene-1,3-dione C(C)(C)(C)OCC(=O)C1C(C2=CC=C(C=C2C1=O)C(=O)C=1C=C2C(C(C(C2=CC1)=O)C(COC(C)(C)C)=O)=O)=O